Potassium Monopersulfate S(=O)(=O)([O-])OOS(=O)(=O)[O-].[K+].[K+]